O[C@@H](CCCN1C(C2=CC=CC=C2C1=O)=O)C (R)-2-(4-hydroxypentyl)isoindole-1,3-dione